aminoethenolate NC(=C)[O-]